O[C@H]1C=2C=CC(=CC2CC[C@@H]1[C@H]1N2C(C3=CC=CC=C13)=CN=C2)C(=O)N (5R,6R)-5-hydroxy-6-((R)-5H-imidazo[5,1-a]isoindol-5-yl)-5,6,7,8-tetrahydronaphthalene-2-carboxamide